nickel-tin-chromium [Cr].[Sn].[Ni]